C(#C)C1=NC=CC=C1C1=C(N)C=CC=C1 2-(2-ethynyl-pyridyl)aniline